4-bromo-2-fluoro-1-vinyl-benzene BrC1=CC(=C(C=C1)C=C)F